(S)-3-(1-(3-(4-amino-3-chlorobenzamido)-2-oxopyridin-1(2H)-yl)cyclopropane-1-carboxamido)-4-oxobutanoic acid NC1=C(C=C(C(=O)NC=2C(N(C=CC2)C2(CC2)C(=O)N[C@@H](CC(=O)O)C=O)=O)C=C1)Cl